C1(=CC=CC=C1)N1N=CC(=N1)C(C(C(CO)O)O)O 1-(2-phenyl-2H-1,2,3-triazol-4-yl)butane-1,2,3,4-tetraol